NC=1C2=C(N=CN1)N(C(=C2C2=NC=CC=N2)C2=CCC1(CCN(CC1)C(C=C)=O)CC2)C([2H])([2H])[2H] 1-(9-(4-amino-7-(methyl-d3)-5-(pyrimidin-2-yl)-7H-pyrrolo[2,3-d]pyrimidin-6-yl)-3-azaspiro[5.5]undec-8-en-3-yl)prop-2-en-1-one